3-isopropoxy-4-((6-(2-oxopiperazin-1-yl)pyrido[3,2-d]pyrimidin-4-yl)amino)benzonitrile C(C)(C)OC=1C=C(C#N)C=CC1NC=1C2=C(N=CN1)C=CC(=N2)N2C(CNCC2)=O